acryloyloxyethyl-dimethylammonium propionate C(CC)(=O)[O-].C(C=C)(=O)OCC[NH+](C)C